tris(4-methylphenyl)methanol CC1=CC=C(C=C1)C(O)(C1=CC=C(C=C1)C)C1=CC=C(C=C1)C